N-(4-(((R)-1-hydroxy-4-methylpent-2-yl)amino)-6-(2-(2-methoxypyridin-3-yl)propyl)-1,3,5-triazin-2-yl)methanesulfonamide OC[C@@H](CC(C)C)NC1=NC(=NC(=N1)CC(C)C=1C(=NC=CC1)OC)NS(=O)(=O)C